1-(4-((2-aminoethyl)amino)-6-methylpyrimidin-2-yl)-3-(isoquinolin-6-yl)urea NCCNC1=NC(=NC(=C1)C)NC(=O)NC=1C=C2C=CN=CC2=CC1